9-[(6AR,8R,9S,9AR)-9-FLUORO-2,2,4,4-TETRAISOPROPYL-6A,8,9,9A-TETRAHYDRO-6H-FURO[3,2-F][1,3,5,2,4]TRIOXADISILOCIN-8-YL]-2-(TRIFLUOROMETHYL)PURIN-6-AMINE F[C@@H]1[C@@H](O[C@H]2[C@H]1O[Si](O[Si](OC2)(C(C)C)C(C)C)(C(C)C)C(C)C)N2C1=NC(=NC(=C1N=C2)N)C(F)(F)F